indazole-1-carboxylic acid tert-butyl ester C(C)(C)(C)OC(=O)N1N=CC2=CC=CC=C12